N[C@H]1[C@@H]2N(C[C@H]1CC2)C(=O)C2=CC1=C(N(C(=N1)C1=CC=3C=4N1C(CNC4C=CC3)C(C)C)C)C(=C2)F ((1r,4r,7r)-7-amino-2-azabicyclo[2.2.1]hept-2-yl)(7-fluoro-2-(3-isopropyl-2,3-dihydro-1H-pyrrolo[1,2,3-de]quinoxalin-5-yl)-1-methyl-1H-benzo[d]imidazol-5-yl)methanone